FC(CCN1N=NC2=C1C=C(C=C2)C=2C(=CN1N=C(N=C(C12)OC)N[C@H]1[C@@H](CN(CC1)C1COC1)F)F)F 5-(1-(3,3-difluoropropyl)-1H-benzo[d][1,2,3]triazol-6-yl)-6-fluoro-N-((3R,4R)-3-fluoro-1-(oxetan-3-yl)piperidin-4-yl)-4-methoxypyrrolo[2,1-f][1,2,4]triazin-2-amine